ClC1=C(C(=CC(=C1)F)Cl)NC=1N(C2=NC(=NC=C2N1)N[C@@H]1C[C@@H](CCC1)O)C1CCC(CC1)C(=O)N (1R,4s)-4-(8-(2,6-dichloro-4-fluorophenylamino)-2-((1S,3R)-3-hydroxycyclohexylamino)-9H-purin-9-yl)cyclohexanecarboxamide